4-(3-((4-fluorophenyl)methoxy)-4-nitrophenyl)-1H-pyrazolo[4,3-c]pyridin-3-amine FC1=CC=C(C=C1)COC=1C=C(C=CC1[N+](=O)[O-])C1=NC=CC2=C1C(=NN2)N